FC1=C(C=CC(=C1C1=CC=C2C(=NNC2=C1F)C=1NC=CN1)F)NS(=O)(=O)C1=CC(=CC=C1)C(C)C N-(2,4-difluoro-3-(7-fluoro-3-(1H-imidazol-2-yl)-1H-indazol-6-yl)phenyl)-3-isopropyl-benzenesulfonamide